C(=O)(O)C(CC1=CC=C(C=C1)OCCOCCOCC)N1CCN(CCN(CCN(CC1)C(C(=O)O)CO)C(C(=O)O)CO)C(C(=O)O)CO 2,2',2''-{10-[1-carboxy-2-{4-[2-(2-ethoxyethoxy)ethoxy]phenyl}ethyl]-1,4,7,10-tetraazacyclododecane-1,4,7-triyl}tris(3-hydroxypropionic acid)